COC1=C(C(=CC=C1)OC)C1=CNC2=NC(=CC=C21)NC(=O)[C@H]2[C@](C2)(CO)F trans-N-(3-(2,6-dimethoxyphenyl)-1H-pyrrolo[2,3-b]pyridin-6-yl)-2-fluoro-2-(hydroxymethyl)cyclopropanecarboxamide